oxepinone C1C=CC=COC1=O